ClC=1C=C2C(CCN(C2=CC1)C(=O)OC(C)(C)C)=C tert-butyl 6-chloro-4-methylene-3,4-dihydroquinoline-1(2H)-carboxylate